FC1(C(=O)OCC1)F α,α-difluoro-γ-butyrolactone